(S)-6-((4-((2-hydroxy-1-phenylethyl)amino)-5-(3-(pyridin-4-yl)-1,2,4-oxadiazol-5-yl)pyrimidin-2-yl)amino)-1-isopropyl-2-methyl-1,2-dihydro-3H-pyrazolo[3,4-b]pyridin-3-one OC[C@H](C1=CC=CC=C1)NC1=NC(=NC=C1C1=NC(=NO1)C1=CC=NC=C1)NC1=CC=C2C(=N1)N(N(C2=O)C)C(C)C